[Si](C)(C)(C(C)(C)C)N1C2=CC(=CC=C2C=2C=CC(=CC12)[Si](CC(C)C)(CC(C)C)CC(C)C)[Si](CC(C)C)(CC(C)C)CC(C)C 9-(Tert-Butyldimethylsilyl)-2,7-bis(triisobutylsilyl)-9H-carbazole